ClC=1C=CC(=NC1)OC1=C(C(=CC=C1)C)C1=CC(=NO1)C(F)F 5-[2-[(5-Chloro-2-pyridyl)oxy]-6-methyl-phenyl]-3-(difluoromethyl)isoxazol